[Cl-].C(CCCCCCCCCCCCC)[N+]1=CN=CC=C1 1-tetradecyl-pyrimidinium chloride